3,5-diiodo-4-methoxy-1-Methylpyridin-2(1H)-one IC=1C(N(C=C(C1OC)I)C)=O